5-(2-(dimethylamino)ethyl)-N-((1,2,3,5,6,7-hexahydro-s-indacen-4-yl)carbamoyl)-1-isopropyl-1H-pyrazole-3-sulfonamide, sodium salt [Na].CN(CCC1=CC(=NN1C(C)C)S(=O)(=O)NC(NC1=C2CCCC2=CC=2CCCC12)=O)C